FC1=C(C=CC(=C1)C(F)(F)F)CNC(C)C N-[[2-fluoro-4-(trifluoromethyl)phenyl]methyl]propan-2-amine